CC(CCC(C)C)NC1=CC=C(C=C1)NC1=CC=CC=C1 N-(1,4-dimethyl-amyl)-N'-phenyl-p-phenylenediamine